O=C1NC(CCC1C=1C=C(CN2CCN(CC2)C=2OC=3C(=NC(=C(C3)NC(=O)C=3N=C(OC3)C3=CC(=NC=C3)C)N3C[C@@H](CC3)O)N2)C=CC1)=O N-(2-(4-(3-(2,6-dioxopiperidin-3-yl)benzyl)piperazin-1-yl)-5-((R)-3-hydroxypyrrolidin-1-yl)oxazolo[4,5-b]pyridin-6-yl)-2-(2-methylpyridin-4-yl)oxazole-4-carboxamide